C1(CCC1)C1=CC=C(C=C1)C=1N=C(NC1)C1N(CCCC1)C(C(C)SC)=O 1-(2-(4-(4-cyclobutylphenyl)-1H-imidazol-2-yl)piperidin-1-yl)-2-(methylthio)propan-1-one